N-(4-{1-[(1-acetylpiperidin-4-yl)carbonyl]piperidin-4-yl}butyl)-1H-pyrrolo[3,2-c]pyridine-2-carboxamide C(C)(=O)N1CCC(CC1)C(=O)N1CCC(CC1)CCCCNC(=O)C1=CC=2C=NC=CC2N1